1H-1,2,3-triazolo[4,5-b]pyridinium 3-oxid hexafluoro-phosphate F[P-](F)(F)(F)(F)F.[NH2+]1N=[N+](C2=NC=CC=C21)[O-]